[2-(CYCLOPENTYLOXY)NAPHTHALEN-1-YL]BORANEDIOL C1(CCCC1)OC1=C(C2=CC=CC=C2C=C1)B(O)O